diphenyliodonium Fluoride [F-].C1(=CC=CC=C1)[I+]C1=CC=CC=C1